(2-((4-(N,N-dimethylsulfamoyl)phenyl)sulfonamido)phenyl)phosphonic dichloride CN(S(=O)(=O)C1=CC=C(C=C1)S(=O)(=O)NC1=C(C=CC=C1)P(=O)(Cl)Cl)C